CC1=C(OCCCC(CC(=O)C2=CC3=CC=CC=C3C=C2)(C)C)C=C(C=C1)C 6-(2,5-dimethylphenoxy)-3,3-dimethyl-1-(naphthalen-2-yl)hexan-1-one